N-(2-aminoethyl)-gamma-aminopropyltrimethoxysilane NCCNCCC[Si](OC)(OC)OC